NC1=NC=CC=C1C1=NC=2C(=NC(=CC2)N2N=CC=C2)N1C=1C=C2CCC(C2=CC1)O 5-(2-(2-aminopyridin-3-yl)-5-(1H-pyrazol-1-yl)-3H-imidazo[4,5-b]pyridin-3-yl)-2,3-dihydro-1H-inden-1-ol